7-fluoro-6-[5-(2-hydroxypropan-2-yl)pyrimidin-2-yl]-2-[(4S)-4-[[6-oxo-5-(trifluoromethyl)-1H-pyridazin-4-yl]amino]pentyl]isoquinolin-1-one FC1=C(C=C2C=CN(C(C2=C1)=O)CCC[C@H](C)NC=1C=NNC(C1C(F)(F)F)=O)C1=NC=C(C=N1)C(C)(C)O